C(C)N(CCC[Si](OC)(OC)CC)CC [3-(diethylamino)propyl]ethyldimethoxysilane